ethyl 4-[1-(2,2-dimethylpropanoyl)-5-(4-fluorophenyl)-6-(2-methoxy-2-methyl-propyl)pyrrolo[2,3-f]indazol-7-yl]benzoate CC(C(=O)N1N=CC2=CC3=C(C=C12)C(=C(N3C3=CC=C(C=C3)F)CC(C)(C)OC)C3=CC=C(C(=O)OCC)C=C3)(C)C